(±)-trans-N-[8-amino-6-(2-oxooxazolidin-5-yl)-3-isoquinolyl]-2-cyano-cyclopropanecarboxamide NC=1C=C(C=C2C=C(N=CC12)NC(=O)[C@H]1[C@@H](C1)C#N)[C@@H]1CNC(O1)=O |&1:19|